N-((4,6-bis((R)-3-methylmorpholino)pyridazin-3-yl)methyl)-1H-pyrazole-5-carboxamide C[C@@H]1COCCN1C1=C(N=NC(=C1)N1[C@@H](COCC1)C)CNC(=O)C1=CC=NN1